methyl 2-oxo-1-(1,1,1-trifluoropropan-2-yl)-1,2-dihydropyridine-4-carboxylate O=C1N(C=CC(=C1)C(=O)OC)C(C(F)(F)F)C